OC1CN(C1)C1=C(C(=NC(=N1)C)NC1=NNC2=CC(=CC=C12)[C@@H]1C[C@@]12C(NC1=CC=C(C=C21)OC)=O)OC (1r,2s)-2-(3-{[6-(3-hydroxyazetidin-1-yl)-5-methoxy-2-methylpyrimidin-4-yl]amino}-1H-indazol-6-yl)-5'-methoxyspiro[cyclopropan-1,3'-indol]-2'(1'H)-one